3-thioxohexahydroimidazo[1,5-a]Pyrazine-7(1H)-carboxylic acid benzyl ester C(C1=CC=CC=C1)OC(=O)N1CC2N(CC1)C(NC2)=S